beta-Thujene CC1C=CC2(C1C2)C(C)C